perfluoro-1,16-hexadecanediol FC(C(C(C(C(C(C(C(C(C(C(C(C(C(C(C(O)(F)F)(F)F)(F)F)(F)F)(F)F)(F)F)(F)F)(F)F)(F)F)(F)F)(F)F)(F)F)(F)F)(F)F)(F)F)(O)F